NC1=NN2C(C=C(C=C2)C2=CN=CC(=N2)C=2C=NN(C2)[C@@H](C(C)(O)C)C2=CC=C(C=C2)F)=N1 |r| racemic-1-(4-(6-(2-amino-[1,2,4]triazolo[1,5-a]pyridin-7-yl)pyrazin-2-yl)-1H-pyrazol-1-yl)-1-(4-fluorophenyl)-2-methylpropan-2-ol